4-(((3s,4r)-1-((4-fluoro-2-(trifluoromethyl)phenyl)sulfonyl)-4-hydroxy-4-(hydroxymethyl)pyrrolidin-3-yl)sulfonyl)benzonitrile FC1=CC(=C(C=C1)S(=O)(=O)N1C[C@@H]([C@@](C1)(CO)O)S(=O)(=O)C1=CC=C(C#N)C=C1)C(F)(F)F